3,3-dimethyl-4-[8-(3-pyridyl)-1-pyrimidin-4-yl-5H-isothiochromeno[4,3-c]pyrazole-3-carbonyl]piperazin-2-one CC1(C(NCCN1C(=O)C=1C2=C(N(N1)C1=NC=NC=C1)C=1C=C(C=CC1CS2)C=2C=NC=CC2)=O)C